CC1=C(C=2N(N=C1N1CC=3C=C(C=NC3CC1)N1N=CC=C1C)C(=NN2)C(F)(F)F)C 6-(7,8-dimethyl-3-(trifluoromethyl)-[1,2,4]triazolo[4,3-b]pyridazin-6-yl)-3-(5-methyl-1H-pyrazol-1-yl)-5,6,7,8-tetrahydro-1,6-naphthyridine